vinylidene dibromide C(=C)(Br)Br